COC(COCCOC1=CC=C(C=C1)C1=NC2=C(C=CC=C2C(=N1)C)Cl)=O 2-[2-[4-(8-chloro-4-methyl-quinazolin-2-yl)phenoxy]ethoxy]acetic acid methyl ester